CN(C1CC2=C(N(N=C2CC1)C1=NC=CC=C1)O)CC1=CC2=CC=CC=C2C=C1 5-[methyl-(naphthalen-2-ylmethyl)amino]-2-(pyridin-2-yl)-4,5,6,7-tetrahydro-2H-indazol-3-ol